3-isobutyl-9,10-dimethoxy-1,3,4,6,7,11b-hexahydro-2H-pyrido[2,1-a]isoquinolin C(C(C)C)C1CCC2N(CCC3=CC(=C(C=C23)OC)OC)C1